FC1=CC=C(OC=2C=CC(=NC2)NC([C@@H](C)N2CC(N(CC2)C(=O)C2=CC=[N+](C=C2)[O-])(C)C)=O)C=C1 (R)-4-(4-(1-((5-(4-fluorophenoxy)pyridin-2-yl)amino)-1-oxopropan-2-yl)-2,2-dimethylpiperazine-1-carbonyl)pyridine 1-oxide